C(C)(C)(C)P(C(C)(C)C)C(C)(C)C tri-tertiary butylphosphine